FC=1C=CC(=NC1)C1=NN2C(COCC2(C)C)=C1C1=C2C(=NC(=C1)C)NN=C2 2-(5-fluoro-2-pyridinyl)-7,7-dimethyl-3-(6-methyl-1H-pyrazolo[3,4-b]pyridin-4-yl)-4,6-dihydropyrazolo[5,1-c][1,4]oxazine